4-[5-(4-bromophenyl)-1-[2-(trifluoromethyl)phenyl]pyrrol-2-yl]benzoic acid BrC1=CC=C(C=C1)C1=CC=C(N1C1=C(C=CC=C1)C(F)(F)F)C1=CC=C(C(=O)O)C=C1